[5-(bromomethyl)-2-[[4-[8-chloro-7-[(2-methyl-3H-benzimidazol-5-yl)oxy]quinoxalin-2-yl]pyrazol-1-yl]methyl]-1,3-dioxan-5-yl]methanol BrCC1(COC(OC1)CN1N=CC(=C1)C1=NC2=C(C(=CC=C2N=C1)OC1=CC2=C(N=C(N2)C)C=C1)Cl)CO